tert-Butyl 3-(7-cyclopropyl-5-fluoro-4-oxoquinazolin-3(4H)-yl)piperidine-1-carboxylate C1(CC1)C1=CC(=C2C(N(C=NC2=C1)C1CN(CCC1)C(=O)OC(C)(C)C)=O)F